3-(5-(((1S,2S)-2-aminocyclohexyl)amino)-1-oxoisoindolin-2-yl)piperidine-2,6-dione N[C@@H]1[C@H](CCCC1)NC=1C=C2CN(C(C2=CC1)=O)C1C(NC(CC1)=O)=O